Mono(2-propynyl) Ether C(C#C)OCC#C